5-cyclopentyl-3-fluoro-pyridin-2-amine C1(CCCC1)C=1C=C(C(=NC1)N)F